methyl 3-(1,3-dioxolan-2-yl)-4-(morpholine-4-carbonylamino)benzoate O1C(OCC1)C=1C=C(C(=O)OC)C=CC1NC(=O)N1CCOCC1